(12AR)-9-bromo-10-chloro-7-(1H-imidazol-1-yl)-3,4,12,12a-tetrahydro-6H-pyrazino[2,1-c][1,4]benzoxazepine-2(1H)-carboxylic acid tert-butyl ester C(C)(C)(C)OC(=O)N1C[C@@H]2COC3=C(CN2CC1)C(=CC(=C3Cl)Br)N3C=NC=C3